FC(C1=C(C=NN1)C=O)(F)F 5-(trifluoromethyl)-1H-pyrazole-4-carbaldehyde